C(CCCCCCCCCCCCC=CCC=CCCCCCCC)(=O)O Pentacosa-14,17-dienoic acid